O=C1NC(CCC1N1C(C2=CC=CC(=C2C1)SCCCCCCCCCCC(=O)O)=O)=O 11-((2-(2,6-dioxopiperidin-3-yl)-1-oxoisoindolin-4-yl)thio)undecanoic acid